2-(4-(5-Amino-4-cyano-1-(1-methylcyclopropyl)-1H-pyrazol-3-yl)-3-fluorophenyl)-N-(3-(4-(trifluoromethyl)bicyclo[2.2.1]heptan-1-yl)isoxazol-5-yl)acetamide NC1=C(C(=NN1C1(CC1)C)C1=C(C=C(C=C1)CC(=O)NC1=CC(=NO1)C12CCC(CC1)(C2)C(F)(F)F)F)C#N